3,4-dihydroxy-N-(1-methylpiperidin-4-yl)tetrahydrofuran-2-carboxamide OC1C(OCC1O)C(=O)NC1CCN(CC1)C